C(C)[N+](CCC1=CC=CC=C1)(C)C ethyl(dimethyl)(2-phenylethyl)ammonium